4-bromo-6-chloro-3-fluorodibenzo[b,d]furan BrC1=C(C=CC2=C1OC1=C2C=CC=C1Cl)F